BrC=1C(=C(C=CC1)C(O)C1=C(C=CC=C1)Cl)[N+](=O)[O-] (3-bromo-2-nitrophenyl)(2-chlorophenyl)methanol